ClC1=C(C=C2C=NN(C2=C1)C=1C=C(C(=C(C1)O)F)F)N1CCN(CC1)S(=O)(=O)CC1CC1 5-(6-Chloro-5-(4-((cycloprop-ylmethyl)sulfonyl)piperazin-1-yl)-1H-indazol-1-yl)-2,3-difluorophenol